6-(2-chlorophenyl)-2-{[4-(4-methylpiperazin-1-yl)phenyl]amino}-7-phenylpyrido[2,3-d]pyrimidin-5(8H)-one ClC1=C(C=CC=C1)C=1C(C2=C(N=C(N=C2)NC2=CC=C(C=C2)N2CCN(CC2)C)NC1C1=CC=CC=C1)=O